2-(6-{5-chloro-2-[(oxan-4-yl)amino]pyrimidin-4-yl}-1-oxo-2,3-dihydro-1H-isoindol-2-yl)-N-[(1R)-1-(4-methoxyphenyl)-ethyl]acetamide ClC=1C(=NC(=NC1)NC1CCOCC1)C1=CC=C2CN(C(C2=C1)=O)CC(=O)N[C@H](C)C1=CC=C(C=C1)OC